(S)-N-(4-(1-(2-cyanoacetyl)-2-methyl-1,2,3,6-tetrahydropyridin-4-yl)-1H-pyrrolo[2,3-b]pyridin-6-yl)cyclopropylcarboxamide C(#N)CC(=O)N1[C@H](CC(=CC1)C1=C2C(=NC(=C1)NC(=O)C1CC1)NC=C2)C